tert-butyl (R)-(26-(4-(2-(6-(4-chlorophenyl)-8-methoxy-1-methyl-4H-benzo[f][1,2,4]triazolo[4,3-a][1,4]diazepin-4-yl)acetamido)phenoxy)-3,6,9,12,15,18,21,24-octaoxahexacosyl)carbamate ClC1=CC=C(C=C1)C1=N[C@@H](C=2N(C3=C1C=C(C=C3)OC)C(=NN2)C)CC(=O)NC2=CC=C(OCCOCCOCCOCCOCCOCCOCCOCCOCCNC(OC(C)(C)C)=O)C=C2